N-[4-(3-cyanophenyl)-5-(2,6-dichloro-4-pyridinyl)thiazol-2-yl]-2-oxa-6-azaspiro[3.3]heptane-6-carboxamide C(#N)C=1C=C(C=CC1)C=1N=C(SC1C1=CC(=NC(=C1)Cl)Cl)NC(=O)N1CC2(COC2)C1